(1R,2R)-2-tert-butylcyclopropylboronic acid C(C)(C)(C)[C@H]1[C@@H](C1)B(O)O